tris(diethylamino)(methylcyclopentadienyl)hafnium C(C)N(CC)[Hf](C1(C=CC=C1)C)(N(CC)CC)N(CC)CC